2-(4-fluorophenyl)-5-(4,4,5,5-tetramethyl-1,3,2-dioxaborolan-2-yl)-1H-pyrrolo[2,3-b]pyridine FC1=CC=C(C=C1)C1=CC=2C(=NC=C(C2)B2OC(C(O2)(C)C)(C)C)N1